4-chloro-7-isobutyl-6,7-dihydro-5H-pyrrolo[2,3-d]pyrimidine ClC=1C2=C(N=CN1)N(CC2)CC(C)C